FC=1C=C(C=C(C1N)F)C1=CC=C(N)C=C1 3,5-difluorobenzidine